[Na].NC(=O)N urea-sodium salt